C1(CCC1)C=1OC2=C(C1)C(=CC=C2OC)C=2C=CC(=NC2)O 5-(2-cyclobutyl-7-methoxybenzofuran-4-yl)pyridin-2-ol